6-chloro-7-(2-fluoro-6-hydroxyphenyl)-1-(4-methyl-1-(2-propanyl)-1H-pyrazol-5-yl)-4-((2S)-2-methyl-4-(2-propenoyl)-1-piperazinyl)pyrido[2,3-d]pyrimidin-2(1H)-one ClC1=CC2=C(N(C(N=C2N2[C@H](CN(CC2)C(C=C)=O)C)=O)C2=C(C=NN2C(C)C)C)N=C1C1=C(C=CC=C1O)F